3-{4-amino-3-[(4-chlorophenyl)methoxy]phenyl}-5-[(pyridin-2-yl)amino]-1-{[2-(trimethylsilyl)ethoxy]methyl}-1H-pyrazole-4-carboxamide NC1=C(C=C(C=C1)C1=NN(C(=C1C(=O)N)NC1=NC=CC=C1)COCC[Si](C)(C)C)OCC1=CC=C(C=C1)Cl